5-Methyl-3-nitro-2-prop-1-ynyl-pyridine CC=1C=C(C(=NC1)C#CC)[N+](=O)[O-]